C1=C(C=C(C=C1O)O)[C@@H](C(=O)O)N The molecule is a glycine derivative that is L-alpha-phenylglycine substituted at positions 3 and 5 on the phenyl ring by hydroxy groups. It is a member of resorcinols and a non-proteinogenic L-alpha-amino acid. It derives from a L-alpha-phenylglycine. It is a tautomer of a (S)-3,5-dihydroxyphenylglycine zwitterion.